C(CCC=C)(=O)O pent-4-enoic acid